O1C(CC2=C1C=CC=C2)CN (2,3-dihydrobenzofuran-2-yl)methanamine